OC=1C=C(CCOC(C=C)=O)C=CC1O 3,4-dihydroxyphenethylacrylate